ONC(=O)C1=CC2=C(OCC(N2CC2=CC=C(C=C2)C(=O)N2CCOCC2)=O)C=C1 N-hydroxy-4-(4-(morpholine-4-carbonyl)benzyl)-3-oxo-3,4-dihydro-2H-benzo[b][1,4]oxazine-6-carboxamide